10,11-epoxyfarnesol C/C(=C\CC/C(=C/CO)/C)/CCC1C(O1)(C)C